3-((5-(4-((4-(2-(3-chloro-5-cyanophenyl)prop-2-yl)phenoxy)methyl)pyrimidin-2-yl)hexahydropyrrolo[3,4-c]pyrrol-2(1H)-yl)methyl)azetidine-1-carboxylate ClC=1C=C(C=C(C1)C#N)C(C)(C)C1=CC=C(OCC2=NC(=NC=C2)N2CC3C(C2)CN(C3)CC3CN(C3)C(=O)[O-])C=C1